[Si]([O-])([O-])([O-])[O-].[Al+3].[Mg+2].O water magnesium aluminum silicate